C1(CC1)C1=CC(=C(C=C1)NC1=CC(=NC=C1C(=O)NOCC)NC1=NC=CC=C1)N(S(=O)(=O)C)C 4-((4-cyclopropyl-2-(N-methyl-methanesulfonamido)-phenyl)amino)-N-ethoxy-6-(pyridin-2-ylamino)nicotinamide